(2R,3R,4R,5R)-3,4,5-tribenzyloxy-2-(benzyloxymethyl)piperidine C(C1=CC=CC=C1)O[C@@H]1[C@H](NC[C@H]([C@H]1OCC1=CC=CC=C1)OCC1=CC=CC=C1)COCC1=CC=CC=C1